(E)-1-acetyl-2-((6-(morpholine-4-carbonyl)benzo[d]thiazol-2-yl)methylene)indolin-3-one C(C)(=O)N1/C(/C(C2=CC=CC=C12)=O)=C/C=1SC2=C(N1)C=CC(=C2)C(=O)N2CCOCC2